C(#C)[C@H]1N(N(CCC1)C(=O)OC(C)(C)C)C(=O)OC(C)(C)C di-tert-butyl (S)-3-ethynyltetrahydropyridazine-1,2-dicarboxylate